CC1CCN(C2=CC=C(C=C12)C=O)C1=NC=CN=C1 (4-methyl-1-(pyrazin-2-yl)-1,2,3,4-tetrahydroquinolin-6-yl)methanone